(2R,6R)-2-(2-chlorophenyl)-6-hydroxy-6-methyl-2-methylamino-cyclohexane-1-one ClC1=C(C=CC=C1)[C@]1(C([C@](CCC1)(C)O)=O)NC